CC(CN1CCNCC1)(C)N beta-methyl-beta-aminopropylpiperazine